C(C)OC(=O)C=1SC(=NN1)C1=CC(=C(C(=C1)F)F)F 5-(3,4,5-trifluorophenyl)-1,3,4-thiadiazole-2-carboxylic acid ethyl ester